CN(C(=O)[C@@H]1CN(CC[C@H]1NC(=O)C1=NOC(=C1)C1=C(C=C(C=C1)F)F)[C@H]1[C@H](CCC1)C)C (3R,4R)-4-{[5-(2,4-difluoro-phenyl)-isoxazole-3-carbonyl]-amino}-1-((1R,2S)-2-methyl-cyclopentyl)-piperidine-3-carboxylic acid dimethylamide